C(CCCCCCCC=CCC=CCCCCC)(=O)OCC ethyl octadecane-9,12-dienoate